C(C)(C)(C)OC(=O)N[C@H]1CN(CCC1)CC=1C=CC(=C(C(=O)OC)C1)F methyl (R)-5-((3-((tert-butoxycarbonyl) amino) piperidin-1-yl) methyl)-2-fluorobenzoate